N-(amino(6,7-dihydro-5H-pyrazolo[5,1-b][1,3]oxazin-3-yl)(oxo)-λ6-sulfaneylidene)-2-(4,6-diisopropyl-1,3-dihydroisobenzofuran-5-yl)acetamide NS(=NC(CC=1C(=C2COCC2=CC1C(C)C)C(C)C)=O)(=O)C=1C=NN2C1OCCC2